CC1(NC=2C=CC=CC2C2=CC=CC=C12)C1=CC=CC=C1 6-methyl-6-phenyl-5,6-dihydrophenanthridine